BrC=1C=C2CCN(CC2=C(C1)Cl)C(=O)OC(C)(C)C tert-butyl 6-bromo-8-chloro-3,4-dihydro-1H-isoquinoline-2-carboxylate